C(C1=CC=CC=C1)OC1=NC(=CC=C1C1=CC=C(C=C1)CO[SiH](C)C)OCC1=CC=CC=C1 [[4-(2,6-dibenzyloxy-3-pyridyl)phenyl]methoxy]-dimethylsilane